COC(=O)[C@@H]1[C@H](CCC1)S(=O)(=O)C1=C(C=C(C=C1)C)Br.C(C)OC(\C=C(\COCC)/O)=O.C1(CCC2=CC=CC=C12)NC(C=C)=O |r| N-(2,3-dihydro-1H-inden-1-yl)prop-2-enamide ethyl-(Z)-4-ethoxy-3-hydroxybut-2-enoate Methyl-(1RS,2SR)-2-((2-bromo-4-methylphenyl)sulfonyl)cyclopentane-1-carboxylate